CS(=O)(=O)[O-].[Pd+] palladium(i) methanesulfonate